1-(2,3-dihydroxypropyl)piperazine OC(CN1CCNCC1)CO